[Ca+2].C(C)(C)C1C(C(CCC1)C(=O)[O-])C(=O)[O-] 3-isopropylcyclohexane-1,2-dicarboxylic acid calcium salt